NC1=NC=2C=CC(=CC2C2=C1[C@H](OC2)C)C(=O)N2[C@@H]1[C@@H]([C@@H](C2)C2=CC=CC=C2)CCC1 ((3R)-4-amino-3-methyl-1,3-dihydrofuro[3,4-c]quinolin-8-yl)((3R,3aR,6aS)-3-phenylhexahydrocyclopenta[b]pyrrol-1(2H)-yl)methanone